3-(2-{[(3S)-6,6-dimethylpiperidin-3-yl]amino}-5-(trifluoromethyl)pyrimidin-4-yl)-7-[1-(oxolan-3-yl)ethyl]-1H,4H,5H,6H,7H,8H-pyrrolo[2,3-c]azepin-8-one CC1(CC[C@@H](CN1)NC1=NC=C(C(=N1)C1=CNC=2C(N(CCCC21)C(C)C2COCC2)=O)C(F)(F)F)C